C(CCCCC\C=C/C\C=C/C\C=C/C\C=C/C\C=C/CC)C(O)(C[N+](C)(C)C)CC([O-])=O Clupanodonyl-carnitine